N-((E)-(2-chloro-3-((E)-(phenylimino)methyl)cyclohex-2-en-1-ylidene)methyl)aniline hydrochloride Cl.ClC=1\C(\CCCC1/C=N/C1=CC=CC=C1)=C\NC1=CC=CC=C1